5-((4-(2-(4-(3-((2-(2,6-dioxopiperidin-3-yl)-1,3-dioxoisoindoline-5-yl)amino)propoxy)phenyl)propane-2-yl)phenoxy)methyl)-N-methyl-1,2,4-oxadiazole-3-carboxamide O=C1NC(CCC1N1C(C2=CC=C(C=C2C1=O)NCCCOC1=CC=C(C=C1)C(C)(C)C1=CC=C(OCC2=NC(=NO2)C(=O)NC)C=C1)=O)=O